OC1=CC(NC2=CC=NC=C12)=O 4-hydroxy-1H-[1,6]naphthyridin-2-one